C(C=C)(=O)OCCC[NH+](C)C N-acryloxypropyl-N,N-dimethylammonium